C1CC12CNCC[C@H]2OC=2N=NC(=CN2)C2=C(C=C(C=C2)N2C=NC=C2)O (R)-2-(3-((5-azaspiro[2.5]octan-8-yl)oxy)-1,2,4-triazin-6-yl)-5-(1H-imidazol-1-yl)phenol